(R)-4-((1-(3-(difluoromethyl)-2-fluorophenyl)ethyl)amino)-2,7-dimethyl-6-(1,2,3,6-tetrahydropyridin-4-yl)pyrido[3,4-d]pyrimidin-8(7H)-one FC(C=1C(=C(C=CC1)[C@@H](C)NC=1C2=C(N=C(N1)C)C(N(C(=C2)C=2CCNCC2)C)=O)F)F